(2-iodophenyl)(phenyl)sulfane IC1=C(C=CC=C1)SC1=CC=CC=C1